FC1=C(C=CC=C1C)C(CC1=NC(=CC=C1)OC)C=1N=CN(C1)C(=O)OC(C)(C)C tert-butyl 4-[1-(2-fluoro-3-methylphenyl)-2-(6-methoxypyridin-2-yl)ethyl]-1H-imidazole-1-carboxylate